C(N(C(=O)N)C([2H])([2H])[2H])([2H])([2H])[2H] 1,1-bis(methyl-d3)urea